C(C)(=O)OCCC1CC2(C1)CC(C2)NC(=O)C=2C=C(C=C1C=NN(C21)CC=2C=NC(=NC2)C2=CC(=C(C=C2)OC)F)Cl 2-(6-(5-chloro-1-((2-(3-fluoro-4-methoxyphenyl) pyrimidin-5-yl)methyl)-1H-indazole-7-carboxamido)spiro[3.3]heptan-2-yl)ethyl acetate